2-((1-(2-(2-azabicyclo[2.2.1]heptan-2-yl)-3,6-dimethyl-4-oxo-3,4-dihydroquinazolin-8-yl)ethyl)amino)benzoic acid C12N(CC(CC1)C2)C2=NC1=C(C=C(C=C1C(N2C)=O)C)C(C)NC2=C(C(=O)O)C=CC=C2